2-((2r,5s)-4-(6-cyano-1-methyl-2-oxo-1,2-dihydropyrido[3,2-d]pyrimidin-4-yl)-2,5-diethylpiperazin-1-yl)-N-(2,2,2-trifluoroethyl)-2-(4-(trifluoromethyl)phenyl)acetamide C(#N)C=1C=CC=2N(C(N=C(C2N1)N1C[C@H](N(C[C@@H]1CC)C(C(=O)NCC(F)(F)F)C1=CC=C(C=C1)C(F)(F)F)CC)=O)C